BrC=1C=C(C(=C(C(=O)NCC=2C(NC(=CC2C)C)=O)C1)C)OCC1=NC=CC=C1 5-bromo-N-((4,6-dimethyl-2-oxo-1,2-dihydropyridin-3-yl)methyl)-2-methyl-3-(pyridin-2-ylmethoxy)benzamide